NC1=C(C=C(C=C1)/C(=C\1/C(NC2=CC=C(C=C12)Br)=O)/NC1=CN=NC=C1)O (Z)-3-((4-amino-3-hydroxyphenyl)(pyridazin-4-ylamino)methylene)-5-bromoindolin-2-one